C(C1=CC=CC=C1)N1[C@@](CC1)(C)COC=1C=NC=CC1C1=C(C2=NC=CC=C2N1)C1=CC(=CC=C1)C(F)(F)F |r| 2-(3-{[(2RS)-1-benzyl-2-methylazetidin-2-yl]methoxy}pyridin-4-yl)-3-[3-(trifluoromethyl)phenyl]-1H-pyrrolo[3,2-b]pyridine